FC1(CCN(CC1)C(C(C#CC1=C2CCCN(C2=CC=C1)C1=NC=2N(C3=CC=CC(=C13)F)C(=NN2)C)(C)C)=O)F 1-(4,4-difluoropiperidin-1-yl)-4-(1-(6-fluoro-1-methyl-[1,2,4]triazolo[4,3-a]quinazolin-5-yl)-1,2,3,4-tetrahydroquinolin-5-yl)-2,2-dimethylbut-3-yn-1-one